3-((4-methylphenyl)ethynyl)oxazolidin-2-one CC1=CC=C(C=C1)C#CN1C(OCC1)=O